FC=[Zn] Fluoro-carbene zinc